2-(5-ethoxypentoxy)acetic acid C(C)OCCCCCOCC(=O)O